1-((S)-4-(8-fluoro-2-(((S)-1-methylpyrrolidin-2-yl)methoxy)-7-(5,6,7,8-tetrahydronaphthalen-1-yl)quinazolin-4-yl)-3-methylpiperazin-1-yl)prop-2-en-1-one FC=1C(=CC=C2C(=NC(=NC12)OC[C@H]1N(CCC1)C)N1[C@H](CN(CC1)C(C=C)=O)C)C1=CC=CC=2CCCCC12